tert-butyl ((1R,2R)-1-(5-bromooxazol-2-yl)-1-ethoxy-3-hydroxypropan-2-yl)carbamate BrC1=CN=C(O1)[C@@H]([C@@H](CO)NC(OC(C)(C)C)=O)OCC